N-(1-(2-phenylbutyryl)piperidin-4-yl)-4-(trifluoromethoxy)benzenesulfonamide Arsenic [As].C1(=CC=CC=C1)C(C(=O)N1CCC(CC1)NS(=O)(=O)C1=CC=C(C=C1)OC(F)(F)F)CC